(E)-2-cyclobutyl-N-(3-(methylsulfonyl)allyl)-4-phenoxypyrimidine-5-carboxamide C1(CCC1)C1=NC=C(C(=N1)OC1=CC=CC=C1)C(=O)NC\C=C\S(=O)(=O)C